O1C(=NC=C1)COC=1C=CC=2N(C1)N=CC2C#N 6-(oxazol-2-ylmethoxy)pyrazolo[1,5-a]pyridine-3-carbonitrile